heptaneene C=CCCCCC